3-(6-methoxypyridin-3-yl)-2-(4-(4-methyl-4H-1,2,4-triazol-3-yl)piperidin-1-yl)benzonitrile COC1=CC=C(C=N1)C=1C(=C(C#N)C=CC1)N1CCC(CC1)C1=NN=CN1C